N1-(2-(4,4-difluorocyclohexyl)ethyl)-N2-(1H-pyrrolo[3,2-c]pyridin-3-yl)oxalamide FC1(CCC(CC1)CCNC(C(=O)NC1=CNC2=C1C=NC=C2)=O)F